1-Acetyl-4,6-dibromo-5-hydroxy-1H-indol-3-yl 2,3,4-tri-O-acetyl-β-D-glucopyranoside C(C)(=O)O[C@H]1[C@H](OC2=CN(C3=CC(=C(C(=C23)Br)O)Br)C(C)=O)O[C@@H]([C@H]([C@@H]1OC(C)=O)OC(C)=O)CO